3-(4-tert-Butylphenyl)-propanal C(C)(C)(C)C1=CC=C(C=C1)CCC=O